N[C@@H]1CN(CC1)C1=C(C=NC=C1C1=NC2=C(N1C)C(=CC=C2)Cl)C=2C=C(C#N)C=C(C2)F 3-{4-[(3S)-3-Aminopyrrolidin-1-yl]-5-(7-chloro-1-methyl-1H-1,3-benzodiazol-2-yl)pyridin-3-yl}-5-fluorobenzonitril